N-(2-(3-hydroxy-2-methyl-4-oxo-pyridyl)ethyl)-4-(3-fluorobenzyloxy)phthalimide OC1C(=NC=C(C1=O)CCN1C(C=2C(C1=O)=CC(=CC2)OCC2=CC(=CC=C2)F)=O)C